C(C(=C)C)(=O)OC1=CC=C(C(=O)C2=CC=CC=C2)C=C1 4-Methacryloxybenzophenon